8,8,9,9-tetramethyl-4,7-dioxa-3-aza-8-siladec-2-enoic acid C[Si](OCCON=CC(=O)O)(C(C)(C)C)C